(R)-N-((R)-8-(5-((4-chloro-3-cyano-2-methyl-2H-indazol-5-yl)thio)-1-methyl-6-carbonyl-1,6-dihydropyrimidin-2-yl)-8-azaspiro[4.5]decan-1-yl)-2-methylpropan-2-sulfinamide ClC=1C2=C(N(N=C2C=CC1SC1=CN=C(N(C1=C=O)C)N1CCC2(CCC[C@H]2N[S@](=O)C(C)(C)C)CC1)C)C#N